Cl.C([O-])(O)=O.[NH4+] ammonium bicarbonate-HCl